[Na+].IC1=CC=C(C=C1)N1NC(=NN1C1=CC=C(C=C1)[N+](=O)[O-])C1=C(C=C(C=C1)S(=O)(=O)[O-])S(=O)(=O)[O-].[Na+] 2-(4-iodophenyl)-3-(4-nitrophenyl)-5-(2,4-disulfophenyl)-2H-tetrazole, sodium salt